OC(=O)C1(C2C=CC(C1)C2)CC(=O)OC2=CC=CC=C2 2-hydroxycarbonyl-2-phenoxycarbonylmethylbicyclo[2.2.1]Hept-5-ene